C(C1=CC=CC=C1)OC(=O)N[C@H]1C[C@H](NC1=O)C(=O)OC (2S,4S)-methyl 4-(((benzyloxy)carbonyl)amino)-5-oxopyrrolidine-2-carboxylate